Boc-D-Tryptophanol C(=O)(OC(C)(C)C)N[C@H](CC1=CNC2=CC=CC=C12)CO